BrCC1=C(C(=O)OCC=C)C=CC=C1 allyl 2-(bromomethyl)benzoate